β-phenylserineO-hydroxyphenylalanine C1(=CC=CC=C1)C([C@H](NN([C@@H](CC1=CC=CC=C1)C(=O)O)O)C(=O)O)O